Cl.ClC=1N=C(C2=C(N1)CNC2C)OC 2-chloro-4-methoxy-5-methyl-6,7-dihydro-5H-pyrrolo[3,4-d]pyrimidine hydrochloride